CC(C)(C)OC(=O)N1C(CNCC1)C1=CC(=NC(=C1C)Cl)N(CC1=C(C=C(C=C1)Br)N1C=COC=C1)CC(NC)=O (2-{1-[4-bromo-2-(1,4-oxazin-4-yl)phenyl]-4-oxo-2,5-diazahex-2-yl}-6-chloro-5-methylpyridin-4-yl)piperazine-1-carboxylic acid 2-methylpropan-2-yl ester